(Z)-3-octene CC\C=C/CCCC